Cl.CN1CC2CCC(C1)N2 3-methyl-3,8-diazabicyclo[3.2.1]Octane hydrochloride